1-(4-(2-(2,6-dimethylpyridin-4-yl)-3-isopropyl-1H-indol-5-yl)piperidin-1-yl)-2-((2-hydroxypropyl)amino)ethan-1-one CC1=NC(=CC(=C1)C=1NC2=CC=C(C=C2C1C(C)C)C1CCN(CC1)C(CNCC(C)O)=O)C